NC1=NC2=CC=C(C=C2C=C1O[C@@H](C)C1=C(C=CC(N1)=O)N1N=CC=C1)F 6-{(1S)-1-[(2-amino-6-fluoroquinolin-3-yl)oxy]ethyl}-5-(1H-pyrazol-1-yl)pyridin-2(1H)-one